C(C1=CC=CC=C1)OCC1CC(C1)(C=1C=NC=C(C1)Br)C=1N(C(=NN1)S)C 5-(3-((benzyloxy)methyl)-1-(5-bromopyridin-3-yl)cyclobutyl)-4-methyl-4H-1,2,4-triazole-3-thiol